1-((3S,5R)-1-acryloyl-5-(methoxymethyl)pyrrolidin-3-yl)-3-(((R)-7-fluoro-1-methyl-2,3-dihydro-1H-benzo[d]pyrrolo[1,2-a]imidazol-6-yl)ethynyl)-5-(methylamino)-1H-pyrazole-4-carboxamide C(C=C)(=O)N1C[C@H](C[C@@H]1COC)N1N=C(C(=C1NC)C(=O)N)C#CC=1C(=CC2=C(N=C3N2[C@@H](CC3)C)C1)F